(±)-3-(4-((7-((tert-butoxycarbonyl)(cyclopropyl)amino)-3-cyanopyrazolo[1,5-a]pyrimidin-5-yl)amino)-2-((methylsulfinyl)methyl)phenyl)piperidine-1-carboxylic acid tert-butyl ester C(C)(C)(C)OC(=O)N1CC(CCC1)C1=C(C=C(C=C1)NC1=NC=2N(C(=C1)N(C1CC1)C(=O)OC(C)(C)C)N=CC2C#N)CS(=O)C